O=C1N([C@]2(CCNC2)C(N(C1)C1=C(C=C(C#N)C=C1)F)=O)CC1=CC=C(C=C1)C(F)(F)F.[S].[Ce] cerium sulfur (S)-4-(7,10-dioxo-6-(4-(trifluoromethyl)benzyl)-2,6,9-triazaspiro[4.5]dec-9-yl)-3-fluorobenzonitrile